6-chloro-N-[5-(7-fluoro-5-methoxy-1H-benzimidazol-2-yl)-1-methyl-pyrazol-3-yl]-pyridine-3-carboxamide ClC1=CC=C(C=N1)C(=O)NC1=NN(C(=C1)C1=NC2=C(N1)C(=CC(=C2)OC)F)C